OCCN1C(NC(NC1=O)=O)=O N''-(2-hydroxyethyl)-1,3,5-triazine-2,4,6(1H,3H,5H)-trione